N-[1-(2-Dimethylaminoethylcarbamoyl)cyclobutyl]carbamic acid tert-butyl ester C(C)(C)(C)OC(NC1(CCC1)C(NCCN(C)C)=O)=O